FC1=C(C=C(C=C1)N(C(OCC1=CC=CC=C1)=O)C)[N+](=O)[O-] benzyl N-(4-fluoro-3-nitrophenyl)-N-methylcarbamate